(S)-2-amino-N-(4-hydroxy-bicyclo[2.2.2]oct-1-yl)-5-(1'-(tetrahydro-2H-pyran-4-yl)-2,3-dihydro-spiro[inden-1,3'-pyrrolidin]-5-yl)nicotinamide NC1=C(C(=O)NC23CCC(CC2)(CC3)O)C=C(C=N1)C=1C=C3CC[C@@]2(CN(CC2)C2CCOCC2)C3=CC1